C(=O)(OC(C)(C)C)N1[C@@H](CCC1)C(=O)N Boc-prolinamide